8-((2s,5r)-4-(2-methoxy-5-(trifluoromethoxy)benzyl)-2,5-dimethylpiperazin-1-yl)-5-methyl-6-oxo-5,6-dihydro-1,5-naphthyridine-2-carbonitrile COC1=C(CN2C[C@@H](N(C[C@H]2C)C2=CC(N(C=3C=CC(=NC23)C#N)C)=O)C)C=C(C=C1)OC(F)(F)F